C1OCC12CN(C2)C2=CC=C(C=C2)N2N=NC=C2 1-[4-(2-oxa-6-aza-spiro[3.3]hept-6-yl)-phenyl]-1H-[1,2,3]triazol